3,4-dihydro-2H-1,4-benzoxazin-5-amine O1CCNC=2C1=CC=CC2N